3-[[3-fluoro-2-(methylsulfamoylamino)pyridin-4-yl]methyl]-4-methyl-7-pyrimidin-2-yloxychromen-2-on FC=1C(=NC=CC1CC=1C(OC2=CC(=CC=C2C1C)OC1=NC=CC=N1)=O)NS(NC)(=O)=O